valinol N[C@@H](C(C)C)CO